3-[[5-[5-(difluoromethyl)-1,3,4-oxadiazol-2-yl]-2-pyridinyl]methyl]-5-[2-fluoro-3-(4-piperidinyl)phenyl]-1,3,4-thiadiazol-2-one FC(C1=NN=C(O1)C=1C=CC(=NC1)CN1C(SC(=N1)C1=C(C(=CC=C1)C1CCNCC1)F)=O)F